2-octenylsuccinic acid, diamide C(=CCCCCCC)C(C(=O)N)CC(=O)N